FC1=C(C(=CC=C1)F)C1=CC(=CC=C1OC)C=1NC(=C([N+]1[O-])C(NC1=CC(=CC=C1)C(NC)=O)=O)C 2-(2',6'-difluoro-6-methoxy-[1,1'-biphenyl]-3-yl)-5-methyl-4-((3-(methylcarbamoyl)phenyl)carbamoyl)-1H-imidazole 3-oxide